(+-)-6-methyl-2-(3-((2-(trifluoromethyl)phenoxy)methyl)pyrrolidin-1-yl)pyrimidine-4-carboxylic acid methyl ester COC(=O)C1=NC(=NC(=C1)C)N1C[C@@H](CC1)COC1=C(C=CC=C1)C(F)(F)F |r|